CC=1C=C(NC1)C(=O)NN 4-methyl-1H-pyrrole-2-carboxylic acid hydrazide